NC=1C(=NC(=CN1)C1=C(C=CC(=C1)C(C(=O)N)(C(F)F)O)C)C(=O)NC1CCOCC1 3-amino-6-(5-(1-amino-3,3-difluoro-2-hydroxy-1-oxopropan-2-yl)-2-methylphenyl)-N-(tetrahydro-2H-pyran-4-yl)pyrazine-2-carboxamide